NC1=NC2=C(C=3N1N=C(N3)C=3OC=CC3)C=NN2[C@](C(=O)NCC2=NC=CC=C2)(C)C2=CC=CC=C2 (R)-2-(5-amino-2-(furan-2-yl)-7H-pyrazolo[4,3-e][1,2,4]triazolo[1,5-c]pyrimidin-7-yl)-2-phenyl-N-(pyridin-2-ylmethyl)propionamide